(((tert-butyldimethylsilyloxy)methyl)benzyl)-5-(hydroxymethyl)pyridin-2(1H)-one [Si](C)(C)(C(C)(C)C)OCC(C1=CC=CC=C1)N1C(C=CC(=C1)CO)=O